C(C)OC1=NC2=C(N1CC1=CC=C(C=C1)C1=C(C=CC=C1)C1=NN=NN1)C(=CC=C2)C(=O)O 2-ethoxy-1-[[2'-(1H-tetrazol-5-yl)biphenyl-4-yl]methyl]-1H-benzimidazole-7-carboxylic acid